NC=1CC(=CC2=C(N1)C=C(C=C2)C(=O)N(C)C)C(=O)N(CCC)OCCN 2-amino-N4-(2-aminoethoxy)-N8,N8-dimethyl-N4-propyl-3H-benzo[b]azepine-4,8-dicarboxamide